C(C)OC(=O)C1=C(SC(=C1C(=O)OCC)N=CC=1SC(=CC1)[N+](=O)[O-])NC(C1=CC=C(C=C1)OC(F)(F)F)=O 4-(trifluoromethoxy)benzamido-5-(5-nitrothiophen-2-yl)methyleneaminothiophene-3,4-dicarboxylic acid diethyl ester